(Z)-2-(2-(2-((2-phenylprop-1-en-1-yl)oxy)ethoxy)ethoxy)ethan-1-ol C1(=CC=CC=C1)\C(=C/OCCOCCOCCO)\C